N-(1,2,3,5,6,7-hexahydros-indacen-4-ylcarbamoyl)-5-(1-hydroxycyclobutyl)thiazole-2-sulfonamide C1CCC2=C(C=3CCCC3C=C12)NC(=O)NS(=O)(=O)C=1SC(=CN1)C1(CCC1)O